C(C)(C)(C)C1CC(C(CC1)=O)=O 4-(tert-butyl)cyclohexane-1,2-dione